2,2-Bis(5-aminomethyltetrahydrofuran-2-yl)propan NCC1CCC(O1)C(C)(C)C1OC(CC1)CN